[N].N1(CCCCC1)N piperidineamine nitrogen